N[Ni](N)(N)N tetra-aminonickel